C(#N)C=1C(=NC(=CC1C1(CC(C1)(OC)OC)C(=O)OC(C)(C)C)N1CCC(CC1)C1=C(C=NN1C)C)C(F)(F)F tert-butyl 1-(3-cyano-6-(4-(1,4-dimethyl-1H-pyrazol-5-yl)piperidin-1-yl)-2-(trifluoromethyl)pyridin-4-yl)-3,3-dimethoxycyclobutane-1-carboxylate